O=C1C=CCCC1=C(C)C 3-oxo-4-Isopropylidene-1-cyclohexene